2-oxo-pyridine O=C1NC=CC=C1